ON(CC1=CC=CC=C1)C(C1=CC=C(C=C1)OC)P(C1=CC=CC=C1)(C1=CC=CC=C1)=O (((hydroxy)benzylamino)(4-methoxyphenyl)methyl)diphenylphosphine oxide